C(C)(C)(C)C=1C=C(C=C(C1O)C(C)(C)C)CCC(=O)OCCCCCCOC(CCC1=CC(=C(C(=C1)C(C)(C)C)O)C(C)(C)C)=O 1,6-hexanediol-bis[3-(3,5-di-t-butyl 4-hydroxyphenyl)propionate]